4-cyanoindanol C(#N)C1=C2CCC(C2=CC=C1)O